CC1=NC(=CC(=C1)C1=C(C2=NC=3CC(CCC3C=C2N1)N)C(C)C)C 2-(2,6-Dimethylpyridin-4-yl)-3-isopropyl-5,6,7,8-tetrahydro-1H-pyrrolo[3,2-b]quinolin-6-amine